FC1=C(C(=NC(=N1)C1=NC=NC=C1)OC)C(F)(F)F 6-fluoro-4-methoxy-2-(4-pyrimidinyl)-5-trifluoromethylpyrimidine